C1=CC=CC2=C1NC=1C2=C(C=C2C3=CC=CC=C3NC12)OCCN(C)C 2-(11,12-dihydroindolo[2,3-a]carbazol-5-yloxy)-N,N-dimethylethanamine